CC(CCC=C(C)C)CCO dihydrogeraniol